3-chloro-2-(2-chloroethoxy)-5-(5-((2-(methylthio)pyrimidin-4-yl)methoxy)-1H-indol-1-yl)benzonitrile ClC=1C(=C(C#N)C=C(C1)N1C=CC2=CC(=CC=C12)OCC1=NC(=NC=C1)SC)OCCCl